Tert-butyl (2-(3-chlorophenyl)-2-(4-(5-morpholino-1H-pyrrolo[2,3-b]pyridin-3-yl)-2-oxopyridin-1(2H)-yl)ethyl)carbamate ClC=1C=C(C=CC1)C(CNC(OC(C)(C)C)=O)N1C(C=C(C=C1)C1=CNC2=NC=C(C=C21)N2CCOCC2)=O